CC1=C(C=NC(=C1)SC)C=1N=C(NC1)C1N(CCCC1)C(C(C)SC)=O 1-(2-(4-(4-Methyl-6-(methylsulfanyl)pyridin-3-yl)-1H-imidazol-2-yl)piperidin-1-yl)-2-(methylsulfanyl)propan-1-one